[F-].[Tb+3].[F-].[F-] terbium fluoride